2-[m-(2-pyridyl)phenyl]-5-(trifluoromethyl)-2,3-dihydro-1-benzofuran N1=C(C=CC=C1)C=1C=C(C=CC1)C1OC2=C(C1)C=C(C=C2)C(F)(F)F